Cl.C1C(CCC12CCNCC2)N2CCOCC2 4-(8-azaspiro[4.5]dec-2-yl)morpholine hydrochloride